Phenyl propanoate C(CC)(=O)OC1=CC=CC=C1